CN1C(=NC2=NC(=C(C=C21)C2=NN=NN2)C)C(O)(C2=C(C=CC=C2)F)C2=C(C=CC=C2)F [1,5-dimethyl-6-(1H-1,2,3,4-tetrazol-5-yl)-1H-imidazo[4,5-b]pyridin-2-yl]bis(2-fluorophenyl)methanol